P(=O)(OCCCCCCCCCCCCS)([O-])[O-].[Ce+3].SCCCCCCCCCCCCOP(=O)([O-])[O-].SCCCCCCCCCCCCOP(=O)([O-])[O-].[Ce+3] cerium 12-mercaptododecyl phosphate